CON(C(CP(C1=CC=CC=C1)(C1=CC=CC=C1)C1=CC=CC=C1)=O)C N-methoxy-N-methyl-2-(triphenylphosphino)acetamide